N-(pyridin-3-ylmethyl)-6,7-dihydrospiro[cyclopenta[d]pyrazolo[1,5-a]pyrimidine-5,4'-piperidine]-8-amine N1=CC(=CC=C1)CNC1=C2C(=NC=3N1N=CC3)C3(CCNCC3)CC2